tert-Butyl N-[(1R)-2-[4-[1-(benzenesulfonyl)-2-methyl-pyrrolo[2,3-b]pyridin-4-yl]anilino]-1-benzyl-2-oxo-ethyl]carbamate C1(=CC=CC=C1)S(=O)(=O)N1C(=CC=2C1=NC=CC2C2=CC=C(NC([C@@H](CC1=CC=CC=C1)NC(OC(C)(C)C)=O)=O)C=C2)C